N-(4-hydroxy-3-(methylsulfonyl)phenyl)-4-((4-isopropylphenethyl)thio)benzamide calcium alpha-ketoglutarate salt O=C(C(=O)[O-])CCC(=O)[O-].[Ca+2].OC1=C(C=C(C=C1)NC(C1=CC=C(C=C1)SCCC1=CC=C(C=C1)C(C)C)=O)S(=O)(=O)C